C(#N)C1=CN=C(N1)C(=O)NC=1C(=NC(=CC1)C1=CC2(C=CC(C1)(O2)C(C)(C)C)C(C)(C)C)C2=CCC(CC2)(C)C 5-Cyano-N-[6-[1,5-di-tert-butyl-8-oxabicyclo[3.2.1]octa-2,6-dien-3-yl]-2-(4,4-dimethylcyclohexen-1-yl)-3-pyridyl]-1H-imidazole-2-carboxamide